ClC1=C(C=C(C(=C1)Cl)OC)NC1=C(C=NC2=CC(=C(C=C12)OC)OCCCN1CCN(CC1)C(CCCCCCCC1=C2CN(C(C2=CC=C1)=O)C1C(NC(CC1)=O)=O)=O)C#N 4-((2,4-dichloro-5-methoxyphenyl)amino)-7-(3-(4-(8-(2-(2,6-dioxopiperidin-3-yl)-1-oxoisoindolin-4-yl)octanoyl)piperazin-1-yl)propoxy)-6-methoxyquinoline-3-carbonitrile